C(C1=CC=CC=C1)OC1=NC(=CC=C1C1=NN(C2=CC(=CC=C12)N1CCC(CC1)CN1[C@H](CN(CC1)C(=O)OC(C)(C)C)C)C)OCC1=CC=CC=C1 tert-butyl (S)-4-((1-(3-(2,6-bis(benzyloxy)pyridin-3-yl)-1-methyl-1H-indazol-6-yl)piperidin-4-yl)methyl)-3-methylpiperazine-1-carboxylate